2-Chloro-5-(1-(4-(2-(4-chlorophenyl)imidazo[1,2-a]pyridin-3-yl)-1H-1,2,3-triazol-1-yl)ethyl)benzamid ClC1=C(C(=O)N)C=C(C=C1)C(C)N1N=NC(=C1)C1=C(N=C2N1C=CC=C2)C2=CC=C(C=C2)Cl